4-(3-(trifluoromethyl)pyrrolidin-1-yl)aniline FC(C1CN(CC1)C1=CC=C(N)C=C1)(F)F